4-(4-((1-(3-fluorophenyl)azetidin-3-yl)sulfonyl)-3,4-dihydro-2H-pyrido[4,3-b][1,4]oxazin-8-yl)-benzonitrile FC=1C=C(C=CC1)N1CC(C1)S(=O)(=O)N1C2=C(OCC1)C(=CN=C2)C2=CC=C(C#N)C=C2